C(C)OCCOC(=O)C=1C(N(C2=CC(=CC=C2C1N)Cl)C1=CC=CC=C1)=O 4-Amino-7-chloro-2-oxo-1-phenyl-1,2-dihydroquinoline-3-carboxylic acid 2-ethoxyethyl ester